N-(4-(tert-butyl)benzyl)-1-naphthamide C(C)(C)(C)C1=CC=C(CNC(=O)C2=CC=CC3=CC=CC=C23)C=C1